5-(Diethylamino)-2-nitrosophenol C(C)N(C=1C=CC(=C(C1)O)N=O)CC